(S)-N-(7-(3-Hydroxy-3-methylbut-1-yn-1-yl)-5-methyl-4-oxo-2,3,4,5-tetrahydrobenzo[b][1,4]oxazepin-3-yl)-4-(pyridin-3-ylmethyl)-1H-pyrazol-1-carboxamid OC(C#CC1=CC2=C(OC[C@@H](C(N2C)=O)NC(=O)N2N=CC(=C2)CC=2C=NC=CC2)C=C1)(C)C